O1NOCC=C1 oxazoxin